COC=1C=CC=2C(N1)=CN(N2)C21CC(C2)(C1)NC(OC(C)(C)C)=O tert-butyl [3-(5-methoxy-2H-pyrazolo[4,3-b]pyridin-2-yl)bicyclo[1.1.1]pentan-1-yl]carbamate